N1(C=NC=C1)CC(=O)C=1C=CC(=C(C1)N1C(=NC2=CC=CC=C2C1=O)C(=O)N1CCN(CC1)C(=O)OCC1=CC=CC=C1)OC(C)C benzyl 4-(3-(5-(2-(1H-imidazol-1-yl)acetyl)-2-isopropoxyphenyl)-4-oxo-3,4-dihydroquinazoline-2-carbonyl)piperazine-1-carboxylate